CC=1NC=C[NH+]1 Methyl-imidazolium